2,4-difluoro-3-[8-fluoro-3-(1-[[2-(trimethylsilyl)ethoxy]methyl]imidazol-2-yl)imidazo[1,5-a]pyridin-7-yl]aniline FC1=C(N)C=CC(=C1C1=C(C=2N(C=C1)C(=NC2)C=2N(C=CN2)COCC[Si](C)(C)C)F)F